C(C)(C)(C)OC(=O)NN(C(N[C@H](C(=O)OC)CC1=CC=CC=C1)=O)CC1=CC=CC=C1 (S)-2-benzyl-2-((1-methoxy-1-oxo-3-phenylpropan-2-yl)carbamoyl)hydrazine-1-carboxylic acid tert-butyl ester